dimethylol malonate phosphoramidite P(O)(O)N.C(CC(=O)OCO)(=O)OCO